CN1N=CC(=C1)CN1C=2N(C3=CC=C(C=C3C1=O)S(=O)(=O)NC1(CC1)C)[C@@H](CN2)C#CCSC (R)-4-((1-methyl-1H-pyrazol-4-yl)methyl)-N-(1-methylcyclopropyl)-1-(3-(methylthio)prop-1-yn-1-yl)-5-oxo-1,2,4,5-tetrahydroimidazo[1,2-a]quinazoline-7-sulfonamide